C[C@@H]1[C@@H]2[C@H](C(=O)N2C(=C1S[C@H]3C[C@H]([NH2+]C3)C(=O)NC4=CC=CC(=C4)C(=O)[O-])C(=O)[O-])[C@@H](C)O.[Na+] The molecule is the monosodium salt of ertapenem. It is used for the treatment of moderate to severe susceptible infections including intra-abdominal and acute gynaecological infections, pneumonia, and infections of the skin and of the urinary tract. It is more stable to renal dehydropeptidase I tham imipenem, and so unlike imipenem, its use with cilastatin, which inhibits the enzyme, is not required. It has a role as an antibacterial drug. It contains an ertapenem(1-).